3-{2-cyano-1-[4-(7H-pyrrolo-[2,3-d]pyrimidin-4-yl)-1H-pyrazol-1-yl]ethyl}-N-pyridin-3-ylbenzamide trifluoroacetate FC(C(=O)O)(F)F.C(#N)CC(N1N=CC(=C1)C=1C2=C(N=CN1)NC=C2)C=2C=C(C(=O)NC=1C=NC=CC1)C=CC2